2-(4-hydroxyphenyl)-2-(2-hydroxyphenyl)propane OC1=CC=C(C=C1)C(C)(C)C1=C(C=CC=C1)O